3-(3,4-difluorophenyl)-3H,4H,6H,7H-pyrano[3,4-d]imidazol-4-one FC=1C=C(C=CC1F)N1C=NC2=C1C(OCC2)=O